2-(4-bromophenyl)-4-chloro-6-(2-chlorophenyl)nicotinonitrile BrC1=CC=C(C=C1)C1=C(C#N)C(=CC(=N1)C1=C(C=CC=C1)Cl)Cl